2-bromo-8-(trifluoromethyl)-5-{[(2S)-1,1,1-trifluoropropan-2-yl]Oxy}-[1,2,4]Triazolo[1,5-a]Pyridine BrC1=NN2C(C(=CC=C2O[C@H](C(F)(F)F)C)C(F)(F)F)=N1